3-(furan-2-yl)-2-(4-(trifluoromethyl)benzamido)acrylic acid O1C(=CC=C1)C=C(C(=O)O)NC(C1=CC=C(C=C1)C(F)(F)F)=O